(2S,5R)-2-(N-(cyclobutanecarbonyl) carbamimidoyl)-7-oxo-1,6-diazabicyclo[3.2.1]octan-6-yl hydrogen sulfate S(=O)(=O)(ON1[C@@H]2CC[C@H](N(C1=O)C2)C(NC(=O)C2CCC2)=N)O